N-methyl-1,4,5,7-tetrahydro-6H-pyrazolo[3,4-c]pyridin-6-carboxamide CNC(=O)N1CC2=C(CC1)C=NN2